C(C)(C)(C)OOC(C)(CCCCCC)OOC(C)(C)C 2,2-bis(tert-butylperoxy)octane